2-(4-fluoro-2-hydroxyphenyl)-4(s)-methylimidazole FC1=CC(=C(C=C1)C=1NC=C(N1)C)O